C(C)C1=NC(=CC=C1C1CC(OCC1)CC(=O)O)C=1N=NN(C1COC(N(CCC)C)=O)C 2-(4-{2-ethyl-6-[1-methyl-5-({[methyl(propyl)carbamoyl]oxy}methyl)-1H-1,2,3-triazol-4-yl]pyridin-3-yl}oxan-2-yl)acetic acid